C(N)(=O)C1=NN(C(=N1)C)C1=CC=C(CC2=CC=C(C=C2)C2=CC=C(C=C2)C(=O)N2CCN(CC2)C(=O)OC(C)(C)C)C=C1 tert-butyl 4-(4'-(4-(3-carbamoyl-5-methyl-1H-1,2,4-triazol-1-yl) benzyl)-[1,1'-biphenyl]-4-carbonyl)-piperazine-1-carboxylate